CC=1N=C(NC1)C(=O)N methyl-imidazole-2-carboxamid